1-(3-chloro-5-fluorophenyl) ethylmethanesulfonate C(C)CS(=O)(=O)OC1=CC(=CC(=C1)F)Cl